FC(C1=CC=C(C=C1)NC1=C(C=CC=C1)C1=NN=C(O1)C1(CC1)OS(=O)(=O)C1=CC=C(C=C1)C)(F)F 1-(5-(2-((4-(trifluoromethyl)phenyl)amino)phenyl)-1,3,4-oxadiazol-2-yl)cyclopropyl-4-methylbenzenesulfonate